3-(2-(t-Butyldimethylsilanyloxy)ethoxy)-3-methylpyrrolidine-1-carboxylic acid [Si](C)(C)(C(C)(C)C)OCCOC1(CN(CC1)C(=O)O)C